4-(2-cyanopropan-2-yl)picolinic acid C(#N)C(C)(C)C1=CC(=NC=C1)C(=O)O